methyl 3-carbamoyl-1-(2-((2-((2'-chloro-2-fluoro-[1,1'-biphenyl]-3-yl) amino)-2-oxoethyl) (isopropyl) amino)-2-oxoethyl)-1H-indazole-5-carboxylate C(N)(=O)C1=NN(C2=CC=C(C=C12)C(=O)OC)CC(=O)N(C(C)C)CC(=O)NC=1C(=C(C=CC1)C1=C(C=CC=C1)Cl)F